4-methyl-5-nitro-6'-(trifluoromethyl)[2,4'-bipyridine]-4,6-diamine CC1(CC(=NC(=C1[N+](=O)[O-])N)C1=CC=NC(=C1)C(F)(F)F)N